C(C1=CC(=C(N)C=C1)Br)C1=CC(=C(N)C=C1)Br 4,4'-methylenebis(2-bromoaniline)